2-(1,1-difluoroethyl)-5-(4,4,5,5-tetramethyl-1,3,2-dioxaborolan-2-yl)pyridine FC(C)(F)C1=NC=C(C=C1)B1OC(C(O1)(C)C)(C)C